[Si](C1=CC=CC=C1)(C1=CC=CC=C1)(C(C)(C)C)OCC(CO)(F)F 3-[tert-butyl(diphenyl)silyl]oxy-2,2-difluoro-propan-1-ol